CC=1C=2N(C=C(N1)C)C=C(C2)C=2N=[O+]C1=C(N2)C=CC(=C1)C=1CCN(CC1)C(=O)OC(C)(C)C tert-butyl 4-[3-(1,3-dimethylpyrrolo[1,2-a]pyrazin-7-yl)-1-oxa-1,2,4-benzotriazin-1-ium-7-yl]-3,6-dihydro-2H-pyridine-1-carboxylate